(3r,4s)-1-benzyloxycarbonyl-4-ethylpyrrolidine-3-formate C(C1=CC=CC=C1)OC(=O)N1C[C@@H]([C@@H](C1)CC)C(=O)[O-]